CC1(OOC(CCC(OO1)(C)C)(C)C)C 3,3,6,6,9,9-hexamethyl-1,2,4,5-tetroxonane